C1(CC1)S(=O)(=O)N1CCC(CC1)NC1=NC=C(C(=N1)C1=C(N=C(S1)NC)C)F 5-(2-((1-(cyclopropylsulfonyl)piperidin-4-yl)amino)-5-fluoropyrimidin-4-yl)-N,4-dimethylthiazol-2-amine